BrC1=CC(=C(C=C1OC)CCO)OC 2-(4-bromo-2,5-dimethoxyphenyl)ethanol